C[C@@H]1N(CCOC1)C1=NC(=NC(=N1)N1[C@H](COCC1)C)C=1C(=NC(=NC1)N)C(F)(F)F 5-[4,6-bis[(3S)-3-methylmorpholin-4-yl]-1,3,5-triazin-2-yl]-4-(trifluoromethyl)pyrimidin-2-amine